ClC=1N=CC(=NC1CCC(C(F)(F)F)(F)F)N1CCC(CC1)C(=O)OCC Ethyl 1-(5-chloro-6-(3,3,4,4,4-pentafluorobutyl)pyrazin-2-yl)piperidine-4-carboxylate